C(C)(=O)OCC(CO)O 1,2,3-propanetriol 1-acetate